(1-(4-(1H-pyrazol-4-yl)phenyl)piperidine-4-yl)(pyrrolidin-1-yl)methanone N1N=CC(=C1)C1=CC=C(C=C1)N1CCC(CC1)C(=O)N1CCCC1